4-{2'-ethoxy-[2,3'-bipyridine]-5-yl}-1-[2-fluoro-4-(trifluoromethyl)phenyl]-N-[(3S)-1-methylpyrrolidin-3-yl]piperidine-4-carboxamide C(C)OC1=NC=CC=C1C1=NC=C(C=C1)C1(CCN(CC1)C1=C(C=C(C=C1)C(F)(F)F)F)C(=O)N[C@@H]1CN(CC1)C